5-(4-(2-methyl-2H-tetrazol-5-yl)phenethyl)-2-(furan-2-yl)-[1,2,4]triazole CN1N=C(N=N1)C1=CC=C(CCC=2N=CN(N2)C=2OC=CC2)C=C1